C(C)(C)C1=CC=C(C=C1)CC(=O)N[C@H](C)C=1C=C2C(=CN1)N(N=C2)C (R)-2-(4-isopropylphenyl)-N-(1-(1-methyl-1H-pyrazolo[3,4-c]pyridin-5-yl)ethyl)acetamide